7,7'-bisbenzyloxy-5,5'-diisopropyl-6,6'-dimethoxy-3,3'-dimethyl-[2,2'-binaphthyl]-1,1'-diacetic acid C(C1=CC=CC=C1)OC=1C(=C(C2=CC(=C(C(=C2C1)CC(=O)O)C=1C(=C2C=C(C(=C(C2=CC1C)C(C)C)OC)OCC1=CC=CC=C1)CC(=O)O)C)C(C)C)OC